1,2-CYCLOHEXANEDIOL C1(C(CCCC1)O)O